7-(1,4-diazacycloheptan-1-yl)-2-(4-ethyl-6-methylpyrazolo[1,5-a]pyrazin-2-yl)-4H-pyrido[1,2-a]pyrimidin-4-one N1(CCNCCC1)C=1C=CC=2N(C(C=C(N2)C2=NN3C(C(=NC(=C3)C)CC)=C2)=O)C1